2-amino-6-(2-(2,6-dioxopiperidin-3-yl)-1-oxoisoindolin-5-yl)-5-(trifluoromethyl)nicotinnitrile NC1=C(C#N)C=C(C(=N1)C=1C=C2CN(C(C2=CC1)=O)C1C(NC(CC1)=O)=O)C(F)(F)F